aza-benzobenzimidazole N1=NNC2=C1C1=C(C=C2)C=CC=C1